O=C1NC(CCC1N1C(C2=CC=C(C=C2C1=O)OCC#CC1CCN(CC1)C(=O)OC(C)(C)C)=O)=O tert-butyl 4-[3-[2-(2,6-dioxo-3-piperidyl)-1,3-dioxo-isoindolin-5-yl]oxyprop-1-ynyl]piperidine-1-carboxylate